O=C1NC(CCC1N1C(C2=CC(=C(C=C2C1=O)N1CCC(CC1)CC(C(=O)O)CCCCCCC(=O)O)F)=O)=O (1-((2-(2,6-dioxopiperidin-3-yl)-6-fluoro-1,3-dioxoisoindolin-5-yl)piperidine-4-yl)methyl)azelaic acid